4'-cyanobiphenyl 4-(2-methacryloyloxyethoxy)benzoate C(C(=C)C)(=O)OCCOC1=CC=C(C(=O)O)C=C1.C(#N)C1=CC=C(C=C1)C1=CC=CC=C1